N=1C=NN2C1C=C(C=C2)OC2=CC(=C(C=C2C)NC2=NC=NC1=CC(=C(C=C21)N)OC)OC([2H])([2H])[2H] N4-(4-([1,2,4]Triazolo[1,5-a]pyridin-7-yloxy)-2-(methoxy-d3)-5-methylphenyl)-7-methoxyquinazoline-4,6-diamine